benzyl (2S)-4-((allyloxy)methyl)-1-((phenoxathiine-3-carbonyl) glycyl)pyrrolidine-2-carboxylate C(C=C)OCC1C[C@H](N(C1)C(CNC(=O)C=1C=CC=2SC3=CC=CC=C3OC2C1)=O)C(=O)OCC1=CC=CC=C1